BrC1=C(C=CC(=N1)CC(C)O)OC (6-bromo-5-methoxypyridin-2-yl)propan-2-ol